FC1=C(OC2=C(C=C(C=C2)NS(=O)(=O)CC)C2=CN(C(C=C2)=O)C([2H])([2H])[2H])C=CC(=C1)F N-{4-(2,4-difluorophenoxy)-3-[1-(2H3)methyl-6-oxopyridin-3-yl]phenyl}ethanesulfonamide